FC=1C(=NC=C(C1)C(C(F)(F)F)C)NC(C1=C(C=CC(=C1)[N+](=O)[O-])SC1=NN=NN1C)=O N-[3-fluoro-5-(1,1,1-trifluoropropan-2-yl)pyridin-2-yl]-2-[(1-methyl-1H-1,2,3,4-tetrazol-5-yl)sulfanyl]-5-nitrobenzamide